OC1=C(C=O)C(=CC=C1)OC[C@@H]1N(CCOC1)C(C1=C(N=CC=C1)CCO)=O (R)-2-hydroxy-6-((4-(2-(2-hydroxyethyl)-nicotinoyl)morpholin-3-yl)methoxy)benzaldehyde